OC1C(C(C1(C)C)OC1=NN(C=C1NC=O)C([2H])([2H])[2H])(C)C N-(3-(3-hydroxy-2,2,4,4-tetramethylcyclobutoxy)-1-(methyl-d3)-1H-pyrazol-4-yl)formamide